CC=1NC=C(N1)CC(=O)OC(CCCCCCCCC)OC(CC=1N=C(NC1)C)=O decanediol bis(2-methylimidazolyl ethanoate)